[C@H]12OC[C@H](N(C1)C1CCN(CC1)C1=C(C=C(C(=C1)OC)NC1=NC=NC(=C1)N1OCC[C@@]1(C1=CC=CC=C1)C)NC(C=C)=O)C2 N-(2-(4-((1R,4R)-2-oxa-5-azabicyclo[2.2.1]heptane-5-yl)piperidine-1-yl)-4-methoxy-5-((6-((R)-3-methyl-3-phenylisoxazolidine-2-yl)pyrimidine-4-yl)amino)phenyl)acrylamide